CC1=C(C=CC(=C1)N1C2=CC=CC=C2C=2C=CC=CC12)C1=C(C=C(C=C1)N1C2=CC=CC=C2C=2C=CC=CC12)C 9,9'-[2,2'-Dimethyl(1,1'-biphenyl)-4,4'-diyl]bis-9H-carbazole